C(C)(C)(C)N(C(O)=O)[C@H]1CN(C[C@@H](C1)F)C(=O)C1=CC2=C(C(=C(O2)B2OC(C(O2)(C)C)(C)C)C)C(=C1)OC.ClCC1OC1 (chloromethyl)oxirane tert-Butyl-((3R,5R)-5-fluoro-1-(4-methoxy-3-methyl-2-(4,4,5,5-tetramethyl-1,3,2-dioxaborolan-2-yl)benzofuran-6-carbonyl)piperidin-3-yl)carbamate